(Z)-2-(2-fluoro-6-methylphenyl)-N'-hydroxyacetimidamide FC1=C(C(=CC=C1)C)C/C(/N)=N/O